C(C=C)(=O)[O-].C(C=C)(=O)[O-].[Ca+2] calcium diacrylate